FC=1C(=C(C=C(C1)F)C=1C=C2C(=NN1)NC[C@@H]1N2CCN(C1)C(=O)C1(CCNCC1)F)O (S)-(2-(3,5-difluoro-2-hydroxyphenyl)-5,6,6a,7,9,10-hexahydro-8H-pyrazino[1',2':4,5]pyrazino[2,3-c]pyridazin-8-yl)(4-fluoropiperidin-4-yl)methanone